bis(di-(tert-butyl)-phenylphosphine) palladium (II) dichloride [Pd](Cl)Cl.C(C)(C)(C)P(C1=CC=CC=C1)C(C)(C)C.C(C)(C)(C)P(C1=CC=CC=C1)C(C)(C)C